CC=1NC2=CC=CC(=C2C1)[N+](=O)[O-] 2-methyl-4-Nitroindole